methyl 7,7-difluoro-9-methyl-9-azabicyclo[3.3.1]nonane-3-carboxylate FC1(CC2CC(CC(C1)N2C)C(=O)OC)F